BrC=1C(=NC(=NC1)NC=1C=NN(C1)C)OC1=C(C=CC(=C1)[N+](=O)[O-])F 5-bromo-4-(2-fluoro-5-nitrophenoxy)-N-(1-methyl-1H-pyrazol-4-yl)pyrimidin-2-amine